2'-Ethyl-6'-methyl-N-(ethoxymethyl)-2-chloroacetanilide C(C)C1=C(N(C(CCl)=O)COCC)C(=CC=C1)C